L-methionine bisulfate S(O)(O)(=O)=O.N[C@@H](CCSC)C(=O)O